BrC=1C=C2C3(C(N(C(C2=CC1)=O)CC(=O)NC1=NC=C(C=N1)F)=O)CC3 2-(6'-Bromo-1',3'-dioxo-spiro[cyclopropan-1,4'-isoquinolin]-2'-yl)-N-(5-fluoropyrimidin-2-yl)acetamide